C1(CC1)OC1=NC=CC=C1C=1C(=NN2C1N=C(C=C2)N2CCNCC2)C 3-[2-(cyclopropoxy)-3-pyridyl]-2-methyl-5-piperazin-1-yl-pyrazolo[1,5-a]pyrimidine